3-(4-(tert-butyl)phenyl)-5-(3-fluorobenzyl)-7,8-dimethyl-4-oxo-1-phenyl-4,5-dihydropyrrolo[1,2-a]quinoxaline-2-carbonitrile C(C)(C)(C)C1=CC=C(C=C1)C=1C(=C(N2C1C(N(C1=CC(=C(C=C21)C)C)CC2=CC(=CC=C2)F)=O)C2=CC=CC=C2)C#N